BrC=1C=C(C2=CN(N=C2C1C)C(C(=O)OCC)C1=C2N(C(N1)=S)C[C@@H](C2)F)C ethyl 2-(6-bromo-4,7-dimethyl-2H-indazol-2-yl)-2-((R)-6-fluoro-3-thioxo-2,5,6,7-tetrahydro-3H-pyrrolo[1,2-c]imidazol-1-yl)acetate